N-(4-((benzyloxy)methyl)phenyl)-2,6-difluoro-3-(5-methyl-6-(methylsulfonamido)pyrazin-2-yl)benzamide C(C1=CC=CC=C1)OCC1=CC=C(C=C1)NC(C1=C(C(=CC=C1F)C1=NC(=C(N=C1)C)NS(=O)(=O)C)F)=O